COCCN(CC[C@@H](C(=O)O)NC=1C2=C(N=CN1)C=NN2C)CCCCC2=NC=1NCCCC1C=C2 (S)-4-((2-methoxyethyl)(4-(5,6,7,8-tetrahydro-1,8-naphthyridin-2-yl)butyl)amino)-2-((1-methyl-1H-pyrazolo[4,3-d]pyrimidin-7-yl)amino)butanoic acid